N-((2-(trifluoromethyl)-8-(4-(trifluoromethyl)phenyl)imidazo[1,2-a]pyrazin-6-yl)methyl)acrylamide FC(C=1N=C2N(C=C(N=C2C2=CC=C(C=C2)C(F)(F)F)CNC(C=C)=O)C1)(F)F